COC1=CC(=C(C(=O)O)C=C1OC)NC(C#C)=O 4,5-dimethoxy-2-propiolamidobenzoic acid